heptadecyl 3,4-dihydroxyphenylacetate OC=1C=C(C=CC1O)CC(=O)OCCCCCCCCCCCCCCCCC